(acetylamino)-4-[(ethyldioxy-lambda6-thio)amino]-2-(6-azaspiro[2.5]oct-6-yl)benzoic acid C(C)(=O)NC=1C(=C(C(=O)O)C=CC1N[SH4]OOCC)N1CCC2(CC2)CC1